tri(cetyl) phosphate P(=O)(OCCCCCCCCCCCCCCCC)(OCCCCCCCCCCCCCCCC)OCCCCCCCCCCCCCCCC